C(CCCC)C1C(CCCC1)(C(=O)O)C pentylmethylcyclohexanecarboxylic acid